[1,2]oxazolo[5,4-b]pyridin O1N=CC=2C1=NC=CC2